C1(=CC=C(C=C1)C1=NC(=NC(=N1)C1=CC(=CC=C1)Cl)C1=CC=CC=C1)C1=CC=CC=C1 2-([1,1'-biphenyl]-4-yl)-4-(3-chlorophenyl)-6-phenyl-1,3,5-triazine